BrC=1C=C(C=CC1NC1=NC=C(C=C1)C#N)S(=O)(=O)N(C)CC1=CC=C(C=C1)OC 3-Bromo-4-[(5-cyano-2-pyridyl)amino]-N-[(4-methoxyphenyl)methyl]-N-methyl-benzenesulfonamide